4-[2-[[(3R,5S)-1-Ethyl-5-hydroxy-3-piperidyl]amino]-7-fluoro-oxazolo[4,5-b]pyridin-5-yl]-3-hydroxy-5-methyl-benzonitrile C(C)N1C[C@@H](C[C@@H](C1)O)NC=1OC=2C(=NC(=CC2F)C2=C(C=C(C#N)C=C2C)O)N1